(2-aminoethyl)benzenesulfonamide NCCC1=C(C=CC=C1)S(=O)(=O)N